C1(CC1)NC1=NC(=NC=C1C(=O)NC1=C(C=CC=C1F)F)NC1=CC=C(C=C1)N1CCN(CC1)C 4-(cyclopropylamino)-N-(2,6-difluorophenyl)-2-((4-(4-methylpiperazin-1-yl)phenyl)amino)pyrimidine-5-carboxamide